methyl (2R)-2-{[4-bromo-1-(pyrazin-2-yl)-5-(pyridazin-4-yl)-1H-pyrazol-3-yl]oxy}propanoate BrC=1C(=NN(C1C1=CN=NC=C1)C1=NC=CN=C1)O[C@@H](C(=O)OC)C